ClCCN1C2=C(NC(C3=C1C=CC(=C3)F)=O)C=CC=C2 5-(2-chloroethyl)-2-fluoro-5,10-dihydro-11H-dibenzo[b,e][1,4]diazepin-11-one